3,6-dimethylundec-4-enal CC(CC=O)C=CC(CCCCC)C